C(C\C=C\CC#N)#N (E)-hex-3-enedinitrile